Sodium (2R,5R)-2-fluoro-7-oxo-1,6-diazabicyclo[3.2.1]octan-6-yl sulphate S(=O)(=O)(ON1[C@@H]2CC[C@H](N(C1=O)C2)F)[O-].[Na+]